4-Amino-5-chloro-2-methoxy-N-((1-((3-(trifluoromethoxy)phenyl)amino)cycloheptyl)methyl)benzamid NC1=CC(=C(C(=O)NCC2(CCCCCC2)NC2=CC(=CC=C2)OC(F)(F)F)C=C1Cl)OC